3-fluoro-2-(2-fluorophenyl)-4-methoxyquinoline-7-carbonyl chloride FC=1C(=NC2=CC(=CC=C2C1OC)C(=O)Cl)C1=C(C=CC=C1)F